N-(4-((3-(4-Cyano-3-(trifluoromethyl)phenyl)-2-(trifluoromethyl)oxazolidin-5-yl)methoxy)benzyl)acetamid C(#N)C1=C(C=C(C=C1)N1C(OC(C1)COC1=CC=C(CNC(C)=O)C=C1)C(F)(F)F)C(F)(F)F